hexahydrothieno[3,4-b]pyrazine-1,4-dicarboxylate N1(C2C(N(CC1)C(=O)[O-])CSC2)C(=O)[O-]